FC1=C(C=C(C=C1)N1C(=C(C2=CC(=CC=C12)O)C1CC(C1)(C(=O)O)COC)C1CCOCC1)C 3-(1-(4-fluoro-3-methylphenyl)-5-hydroxy-2-(tetrahydro-2H-pyran-4-yl)-1H-indol-3-yl)-1-(methoxymethyl)cyclobutane-1-carboxylic acid